F[NH-].F[NH-].[Li+].[Li+] lithium bis(fluoroamide)